6-(4-chlorophenyl)cyclohex-3-enecarbaldehyde ClC1=CC=C(C=C1)C1CC=CCC1C=O